benzylethylmalonic acid dipropyl ester C(CC)OC(C(C(=O)OCCC)(CC)CC1=CC=CC=C1)=O